(S)-1-(6-(2,4-dioxo-1,2,3,4-tetrahydropyrimidin-5-yl)imidazo[1,2-b]pyridazin-8-yl)-4,4-difluoropyrrolidin-3-yl (2,4,6-trifluorophenyl)carbamate FC1=C(C(=CC(=C1)F)F)NC(O[C@H]1CN(CC1(F)F)C=1C=2N(N=C(C1)C=1C(NC(NC1)=O)=O)C=CN2)=O